NN[C@@H](CC1=CC=CC=C1)C(=O)[O-] aminophenylalaninate